CC1=C(N=NC2=C(C=CC=C12)C1=CCCN(C1)C(=O)OC(C)(C)C)C1=CC=C(C=C1)C(F)(F)F tert-butyl 5-(4-methyl-3-(4-(trifluoromethyl)phenyl)cinnolin-8-yl)-3,6-dihydropyridine-1(2H)-carboxylate